(+/-)-isopropyl (1S,3S)-3-(2-fluoro-4-(4,4,5,5-tetramethyl-1,3,2-dioxaborolan-2-yl) phenoxy)cyclohexane-1-carboxylate FC1=C(O[C@@H]2C[C@H](CCC2)C(=O)OC(C)C)C=CC(=C1)B1OC(C(O1)(C)C)(C)C |r|